ClC1=NC2=C(N1CC1=CC=CC=C1)C=CC=C2 2-chloro-1-(phenylmethyl)-1H-benzimidazole